4,4-difluoropiperidine-5-carboxyamide FC1(CCNCC1CC(=O)N)F